C(=CCCCC)CC(C(=O)O)C.NCCCNC(C(=C)C)=O (N-3-aminopropyl)methacrylamide (E)- and (Z)-3-hexenyl-isobutyrate